BrCC1=CC(=CC=2C(C=3N=C(N=CC3C12)C(F)(F)F)=O)[N+](=O)[O-] 5-(bromomethyl)-7-nitro-2-(trifluoromethyl)-9H-indeno[2,1-d]pyrimidine-9-one